N-(pyridin-2-yl)-6-cyano-2-phenyl-2-(phenylethynyl)hexanamide (2R)-2-(4-chloro-2-fluorophenyl)-10-methyl-7,10-dihydro-2H-pyrano[3,2-H]isoquinoline-9(8H)-carboxylate ClC1=CC(=C(C=C1)[C@H]1C=CC=2C=CC=3CCN(C(C3C2O1)C)C(=O)O)F.N1=C(C=CC=C1)NC(C(CCCCC#N)(C#CC1=CC=CC=C1)C1=CC=CC=C1)=O